CC=1N=C2N(N=C(C=C2C)C=2C=CC=3C(N2)=CN(N3)C3CCN(C2(CC2)C3)C(=O)OC(C)(C)C)C1 tert-butyl 7-[5-(2,8-dimethylimidazo[1,2-b]pyridazin-6-yl)pyrazolo[4,3-b]pyridin-2-yl]-4-azaspiro[2.5]octane-4-carboxylate